ClC1=NC2=CC=C(C=C2C(=N1)NCC1(COC1)NC(OCC1=CC=C(C=C1)OC)=O)C(Br)Br 4-Methoxybenzyl (3-(((2-chloro-6-(dibromomethyl)quinazolin-4-yl)amino)methyl)-oxetan-3-yl)carbamate